COCC(CC1=CN=C(C(=N1)N1CCC(CC1)C(=O)O)C1=CC=C(C=C1)OCCOC)COC 1-(6-(3-methoxy-2-(methoxymethyl)propyl)-3-(4-(2-methoxyethoxy)phenyl)pyrazin-2-yl)piperidine-4-carboxylic acid